BrC=1C=CC(=C(C1)C1(CC1)C(N)=NOC(=O)C1=NN(C(=C1)C(F)F)C)C 1-(5-bromo-2-methylphenyl)-N'-((5-(difluoromethyl)-1-methyl-1H-pyrazole-3-carbonyl)oxy)cyclopropane-1-carboximidamide